CC(C(C)O)CCC1C(C(=CC1)C)(C)C 3-methyl-5-(2,2,3-trimethyl-3-cyclopenten-1-yl)-2-pentanol